C1(=CC=CC=C1)P(C1=NC=CC=C1)C1=CC=CC=C1 2-(diphenylphosphino)pyridine